(S)-2-((2S,3R)-3-((tert-butoxycarbonyl)amino)-2-hydroxy-4-phenylbutanamido)-2-(3-(trifluoromethoxy)phenyl)propanoic acid C(C)(C)(C)OC(=O)N[C@@H]([C@@H](C(=O)N[C@@](C(=O)O)(C)C1=CC(=CC=C1)OC(F)(F)F)O)CC1=CC=CC=C1